tert-butyl 4-(6-(methoxymethoxy)-8-(4,4,5,5-tetramethyl-1,3,2-dioxaborolan-2-yl)naphthalen-1-yl)but-3-ynoate COCOC=1C=C2C=CC=C(C2=C(C1)B1OC(C(O1)(C)C)(C)C)C#CCC(=O)OC(C)(C)C